1-acetonyl-3-hydroxyoxindole C(C(=O)C)N1C(C(C2=CC=CC=C12)O)=O